BrC1=C(C(=C2C(=NC(=NC2=C1F)OC[C@]12CCCN2C[C@@H](C1)F)N1CC2CCC(C1)N2C(=O)OC(C)(C)C)C)C#N tert-butyl 3-(7-bromo-6-cyano-8-fluoro-2-(((2R,7aS)-2-fluorotetrahydro-1H-pyrrolizin-7a(5H)-yl)methoxy)-5-methylquinazolin-4-yl)-3,8-diazabicyclo[3.2.1]octane-8-carboxylate